3-(3-(2,4-Difluorophenyl)-4-oxo-3,4-dihydrophthalazin-1-yl)-N-ethylbenzeneSulfonamide lithium 2,5-diaminobenzenesulfonate NC1=C(C=C(C=C1)N)S(=O)(=O)[O-].[Li+].FC1=C(C=CC(=C1)F)N1N=C(C2=CC=CC=C2C1=O)C=1C=C(C=CC1)S(=O)(=O)NCC